FC1=C(C#N)C=CC(=C1)C1=NC(=CC(=C1C1=CC(=C(C=C1)OC)F)O)N1CCN(CC1)C 2-fluoro-4-(3-(3-fluoro-4-methoxy-phenyl)-4-hydroxy-6-(4-methylpiperazin-1-yl)pyridin-2-yl)benzonitrile